1-methylbenzimidazole-4-carboxylic Acid CN1C=NC2=C1C=CC=C2C(=O)O